CC=1C=C(C=CC1OC1=CC2=C(N(C=N2)C)C=C1)NC=1C2=C(N=CN1)C=CC(=N2)[C@H]2CN(CCCC2)C(C=C)=O |o1:29| rel-(R)-1-(3-(4-((3-methyl-4-((1-methyl-1H-benzo[d]imidazol-5-yl)oxy)phenyl)amino)pyrido[3,2-d]pyrimidin-6-yl)azepan-1-yl)prop-2-en-1-one